CC[C@H]1[C@@H](C2=C(C1(C)C)C=C(C(=C2)C(=O)CCC(=O)O)C)C(C)C The molecule is an indane derivative in which the indane skeleton is substituted by an ethyl group at C-2, geminal methyl groups at C-1, by a single methyl group at C-6, by an isopropyl group at C-3 and by a 3-carboxypropanoyl group at C-6. It is a member of indanes and a 4-oxo monocarboxylic acid.